(4S)-2-Methyl-6-methylene-7-octen-4-ol CC(C)C[C@@H](CC(C=C)=C)O